COC1=CC=C(C=C1)NC1=NC2=C(C=3C=CC(=CC13)C(=O)O)NC(C2=O)=O 5-((4-methoxyphenyl)amino)-2,3-dioxo-2,3-dihydro-1H-pyrrolo[3,2-c]isoquinoline-7-carboxylic acid